CC=1C(=NC=CC1)C=1OC(=NN1)N1[C@@H](C2=C(CC1)NC=N2)C2=NN1C(C=CC=C1)=C2 (S)-2-(3-methylpyridin-2-yl)-5-(4-(pyrazolo[1,5-a]pyridin-2-yl)-1,4,6,7-tetrahydro-5H-imidazo[4,5-c]pyridin-5-yl)-1,3,4-oxadiazole